3-(4-oxo-2-(3-nitrophenyl)thiazolidin-3-yl)urea O=C1N(C(SC1)C1=CC(=CC=C1)[N+](=O)[O-])NC(N)=O